COC1=C(C=CC=C1N)C1=C(C=CC(=C1)N)OC 2,2'-dimethoxy-3,5'-diaminobiphenyl